C(CCCC)(=O)O[C@H]1CC[C@@H]2[C@@]1(CC[C@@H]1[C@]3(CCC=4N=C(SC4C3=CC[C@@H]21)NC2=CC(=CC=C2)O)C)C (5aR,5bS,7aS,8S,10aS,10bR)-2-((3-hydroxyphenyl)amino)-5a,7a-dimethyl-5,5a,5b,6,7,7a,8,9,10,10a,10b,11-dodecahydro-4H-cyclopenta[7,8]phenanthro[2,1-d]thiazol-8-yl pentanoate